CC1=CC=CC(=N1)C1=NNC=C1C=1N=C2C=C(C=NC2=CC1)NC1CCNCC1 6-[3-(6-methyl-2-pyridyl)-1H-pyrazol-4-yl]-N-(4-piperidyl)-1,5-naphthyridin-3-amine